Adamantane-1-carboxylic acid [2-(1-methyl-pyrrolidin-2-yl)-ethyl]-amide CN1C(CCC1)CCNC(=O)C12CC3CC(CC(C1)C3)C2